N=1C=NN2C1C=C(C=C2)OC2=C(C=C(C=C2)NC2=C(C=NC1=CC=C(N=C21)Cl)F)C N-(4-([1,2,4]triazolo[1,5-a]pyridin-7-yloxy)-3-methylphenyl)-6-chloro-3-fluoro-1,5-naphthyridin-4-amine